C(CCCCCCC)C1=CC=C(S1)C1=C(C=C(C(=C1)C#C)C=1SC(=CC1)CCCCCCCC)C#C 1,4-bis(5-octylthiophen-2-yl)-2,5-diethynylbenzene